COC1=CC=2N(C(C(=C(N2)C(F)(F)F)C2=CC=C(OC(C#N)C)C=C2)=O)C=C1 2-(4-(8-methoxy-4-oxo-2-(trifluoromethyl)-4H-pyrido[1,2-a]pyrimidin-3-yl)phenoxy)propanenitrile